2-iodo-ethyl 2-methylpropionate CC(C(=O)OCCI)C